(S)-hexahydropyridazine-3-carboxylic acid methyl ester trifluoroacetate FC(C(=O)O)(F)F.COC(=O)[C@H]1NNCCC1